C(C)CC(O)(OCC)O 2-ethylhydroxy-ethoxyethanol